ClC=1C=2CCCC2C(=C2CCCC12)NC(=O)NS(=O)(=O)C1=CC(=C(O1)C(=O)OC)C methyl 5-[[(8-chloro-1,2,3,5,6,7-hexahydro-s-indacen-4-yl)carbamoyl]aminosulfonyl]-3-methylfuran-2-carboxylate